ethyl (S)-3-((tert-butoxycarbonyl)amino)-3-(2'-cyclopropyl-4-fluoro-5,6'-dimethyl-[1,1'-biphenyl]-3-yl)propanoate C(C)(C)(C)OC(=O)N[C@@H](CC(=O)OCC)C=1C=C(C=C(C1F)C)C1=C(C=CC=C1C)C1CC1